C(C)(C)(C)OC(=O)N1CC(C2=NC=C(C=C21)CC2=CC=C(C=C2)F)(C)C.FC=2C=C(C=CC2OC)C2=C(C=CC(=N2)C2=NC1=CC=CC=C1N=C2)C 2-[6-(3-fluoro-4-methoxyphenyl)-5-methylpyridin-2-yl]quinoxaline tert-Butyl-6-(4-fluorobenzyl)-3,3-dimethyl-2,3-dihydro-1H-pyrrolo[3,2-b]pyridine-1-carboxylate